(1R,3S,4R)-2-(7-chloro-1H-indole-2-carbonyl)-5,5-difluoro-N-((R,Z)-4-fluoro-4-(methylsulfonyl)-1-((S)-2-oxopyrrolidin-3-yl)but-3-en-2-yl)-2-azabicyclo[2.2.2]octane-3-carboxamide ClC=1C=CC=C2C=C(NC12)C(=O)N1[C@H]2CC([C@@H]([C@H]1C(=O)N[C@H](C[C@H]1C(NCC1)=O)\C=C(/S(=O)(=O)C)\F)CC2)(F)F